CN(CCCNCCC[Si](OC)(OC)C)C N-(gamma-dimethylaminopropyl)-gamma-aminopropylmethyldimethoxysilane